2-(2-chloro-5-isopropyl-8-oxothieno[2',3':4,5]pyrrolo[1,2-d][1,2,4]triazin-7(8H)-yl)-N-(2-oxaspiro[3.3]hept-6-yl)acetamide ClC1=CC2=C(C=C3N2C(=NN(C3=O)CC(=O)NC3CC2(COC2)C3)C(C)C)S1